2-Fluoro-5-(5-(4-(methylsulfonyl)phenyl)-1H-indazol-1-yl)phenol FC1=C(C=C(C=C1)N1N=CC2=CC(=CC=C12)C1=CC=C(C=C1)S(=O)(=O)C)O